2-(trifluoromethyl)-1H-indole-3-carboxaldehyde FC(C=1NC2=CC=CC=C2C1C=O)(F)F